ClC1=C(C(=O)C#N)C=CC=C1Cl 2,3-dichlorobenzoyl cyanide